FC=1C=C(C=C(C1C)C1=NN2C(C=N1)=CC=C2)NC(=O)N2C1CCCC2C1 N-(3-fluoro-4-methyl-5-(pyrrolo[2,1-f][1,2,4]triazin-2-yl)phenyl)-6-azabicyclo[3.1.1]heptane-6-carboxamide